O=C1NC(CCC1N1C(C2=CC=CC(=C2C1)CCC(=O)N1CCC(CC1)C(=O)OC(C)(C)C)=O)=O tert-butyl 1-[3-[2-(2,6-dioxo-3-piperidyl)-1-oxo-isoindolin-4-yl]propanoyl]piperidine-4-carboxylate